BrC=1C(=C(OCCC2CC23CCN(CC3)CC(=O)OCC)C=CC1)C ethyl 2-(1-(2-(3-bromo-2-methylphenoxy)ethyl)-6-azaspiro[2.5]octan-6-yl)acetate